[N+](=O)([O-])C1=C(C=C(C=C1)SC1=CC=C(C=C1)C1=CSC=C1)NC(OC(C)(C)C)=O tert-butyl (2-nitro-5-((4-(thiophen-3-yl)phenyl) thio)phenyl)carbamate